trichloro-dibenzoxyphosphorane ClP(OCC1=CC=CC=C1)(OCC1=CC=CC=C1)(Cl)Cl